methyl (1r,4R)-5'-chloro-4-(3-chloroanilino)-4'-fluoro-2'-[(2R)-3-hydroxy-2-methylpropyl]spiro[cyclohexane-1,1'-indene]-4-carboxylate ClC=1C(=C2C=C(C3(C2=CC1)CCC(CC3)(C(=O)OC)NC3=CC(=CC=C3)Cl)C[C@H](CO)C)F